3-(difluoromethoxy)-1,1,1,2,2-pentafluoropropane FC(OCC(C(F)(F)F)(F)F)F